NC1=C2NC(N(C2=NC(=N1)NS(=O)(=O)CC)CC1=CC=C(C=C1)Br)=O 6-amino-9-[(4-bromophenyl)methyl]-2-(ethylsulfonylamino)-7H-purin-8-one